COC(C1=C(C=C(C=C1)Br)C1=CC(=NC=C1OC)Cl)=O 4-bromo-2-(2-chloro-5-methoxypyridin-4-yl)benzoic acid methyl ester